CC=1[C@@H](N=C(CN1)C)C(C)C (2s)-(+)-2,5-dihydro-3,6-dimethyl-2-isopropyl-pyrazine